FC=1C=C(C=CC1CSC1=NC=C(C=N1)C)B(O)O (3-FLUORO-4-([(5-METHYLPYRIMIDIN-2-YL)SULFANYL]METHYL)PHENYL)BORANEDIOL